C(CCC)C(=O)CCCCCCCCCCCCCCCCCCCC n-eicosyl butyl ketone